5-(2-ethoxy-3-pyridyl)-1-isopropyl-3-methyl-N-(2-pyridylmethyl)pyrazolo[4,3-b]pyridin-7-amine C(C)OC1=NC=CC=C1C1=CC(=C2C(=N1)C(=NN2C(C)C)C)NCC2=NC=CC=C2